(3R)-1-[2-chloro-7-[8-ethyl-7-fluoro-3-(methoxymethoxy)-1-naphthyl]-8-fluoro-pyrido[4,3-d]pyrimidin-4-yl]-3-methylpiperidin-3-ol ClC=1N=C(C2=C(N1)C(=C(N=C2)C2=CC(=CC1=CC=C(C(=C21)CC)F)OCOC)F)N2C[C@@](CCC2)(O)C